cis-carbonyl-iridium (III) chloride C(=O)=[Ir+2]Cl